5-ethyl-3,5-dihydro-2-[5-([4-(2-hydroxyethyl)-1-piperazinyl]sulfonyl)-2-propoxyphenyl]-7-propyl-4H-pyrrolo[3,2-d]pyrimidin-4-one C(C)N1C=C(C=2N=C(NC(C21)=O)C2=C(C=CC(=C2)S(=O)(=O)N2CCN(CC2)CCO)OCCC)CCC